di-n-octyl diformate C(=O)OCCCCCCCC.C(=O)OCCCCCCCC